C(CCCCCCC\C=C/CCCCCCCC)OC(CCCCCCCCCCCCCCCCC)=O Oleylstearat